(1S)-2-[4,6-bis(trifluoromethyl)-1,3,5-triazin-2-yl]-6-chloro-1-[(1,3-dioxan-5-yl)methyl]-2,3,4,9-tetrahydro-1H-pyrido[3,4-b]indole FC(C1=NC(=NC(=N1)C(F)(F)F)N1[C@H](C=2NC3=CC=C(C=C3C2CC1)Cl)CC1COCOC1)(F)F